9,10-diethylphenanthrene C(C)C=1C2=CC=CC=C2C=2C=CC=CC2C1CC